6-bromo-2-fluoronicotinate BrC1=NC(=C(C(=O)[O-])C=C1)F